2-(2,5-dimethoxyphenyl)-2-methyl-4-acetoxy-5-amino-3(2H)-furanone COC1=C(C=C(C=C1)OC)C1(OC(=C(C1=O)OC(C)=O)N)C